N-formyl-2-(1-methyl-7-(2-oxoethyl)-1H-indazol-3-yl)propanamide C(=O)NC(C(C)C1=NN(C2=C(C=CC=C12)CC=O)C)=O